1-(8-chloro-7-((4-(4-(methylsulfonyl)thiophen-2-yl)-5-(trifluoromethyl)pyrimidin-2-yl)amino)-1,3,4,5-tetrahydro-2H-benzo[c]azepin-2-yl)-2,2,2-trifluoroethan-1-one ClC=1C(=CC2=C(CN(CCC2)C(C(F)(F)F)=O)C1)NC1=NC=C(C(=N1)C=1SC=C(C1)S(=O)(=O)C)C(F)(F)F